Br[C@@H](C(=O)N)C |r| rac-2-bromo-propanamide